6-[[(2S)-2-[(5-chloro-8-hydroxy-3-methyl-1-oxo-3,4-dihydroisochromene-7-carbonyl)amino]-3-phenylpropanoyl]amino]hexanoic acid ClC1=C2CC(OC(C2=C(C(=C1)C(=O)N[C@H](C(=O)NCCCCCC(=O)O)CC1=CC=CC=C1)O)=O)C